(2S)-2-amino-3-(4-(2-amino-6-((R)-1-(4-chloro-2-(3,6-dihydro-2H-pyran-4-yl)phenyl)-2,2,2-trifluoroethoxy)pyrimidine-4-yl)cyclohex-3-ene-1-yl)propionic acid N[C@H](C(=O)O)CC1CC=C(CC1)C1=NC(=NC(=C1)O[C@@H](C(F)(F)F)C1=C(C=C(C=C1)Cl)C=1CCOCC1)N